4-(3-cyclobutyl-3-hydroxybutylsulfonimidoyl)butanoate C1(CCC1)C(CCS(=O)(=N)CCCC(=O)[O-])(C)O